CC=1C=CC(=C(C1)N1C(SCC1=O)=NC(N)=O)CCC 3-(3-(5-methyl-2-propylphenyl)-4-oxothiazolidin-2-ylidene)urea